C[C@H]1COC[C@@H](N1CC=1N(C2=CC(=CC=C2C(C1C)=O)C1=NC(=NC=C1F)N[C@H]1[C@@H]([C@@H]2CC[C@H](C1)O2)O)C(C)C)C 2-(((3S,5S)-3,5-dimethylmorpholino)methyl)-7-(5-fluoro-2-(((1S,2S,3R,5R)-2-hydroxy-8-oxabicyclo[3.2.1]octan-3-yl)amino)pyrimidin-4-yl)-1-isopropyl-3-methylquinolin-4(1H)-one